2-methoxy-6-methyl-N-(3-(2,2,2-trifluoroethoxy)benzyl)nicotinamide COC1=C(C(=O)NCC2=CC(=CC=C2)OCC(F)(F)F)C=CC(=N1)C